ClC(C)C1=CC=C(O[C@H]2[C@@H](C2)C(=O)OCC)C=C1 ethyl (1R,2R)-2-(4-(1-chloroethyl) phenoxy)cyclopropane-1-carboxylate